6-fluoro-2,3-dihydrofuro[2,3-b]Quinoline FC=1C=C2C=C3C(=NC2=CC1)OCC3